ClC1=CC=C(C=N1)N[C@H](C)C=1C=C(C=C2C(C(=C(OC12)C1=CC(=CC=C1)CN(C)C)C)=O)C 8-[(1R)-1-[(6-Chloro-3-pyridyl)amino]ethyl]-2-[3-[(dimethylamino)methyl]phenyl]-3,6-dimethyl-chromen-4-one